N-(3-carbamimidoyl-4-fluorophenyl)-5-chloro-2-(4,4-difluorocycloheptan-1-yl)-6-difluoromethyl-nicotinamide C(N)(=N)C=1C=C(C=CC1F)NC(C1=C(N=C(C(=C1)Cl)C(F)F)C1CCC(CCC1)(F)F)=O